2,5-DIETHYL-TETRAHYDROFURAN C(C)C1OC(CC1)CC